ClC=1C(=C(C(=S)N(C)C)C=C(C1)Cl)NC 3,5-dichloro-N,N-dimethyl-2-methylaminothiobenzamide